3-Methyl-3-azabicyclo[3.1.1]heptan-6-yl (8-amino-7-fluoro-6-(8-methyl-2,3-dihydro-1H-pyrido[2,3-b][1,4]oxazin-7-yl)isoquinolin-3-yl)carbamate NC=1C(=C(C=C2C=C(N=CC12)NC(OC1C2CN(CC1C2)C)=O)C2=C(C1=C(OCCN1)N=C2)C)F